O1C(CCCC1)N1N=C(C=C1)C=1CCCN(CC1)C(=O)OCC1=CC=CC=C1 benzyl 5-(1-(tetrahydro-2H-pyran-2-yl)-1H-pyrazol-3-yl)-2,3,4,7-tetrahydro-1H-azepine-1-carboxylate